2-(((S)-1-(((S)-1,1-diphenylpropan-2-yl)amino)-1-oxopropan-2-yl)carbamoyl)-4-methoxypyridin-3-yl isobutyrate C(C(C)C)(=O)OC=1C(=NC=CC1OC)C(N[C@H](C(=O)N[C@H](C(C1=CC=CC=C1)C1=CC=CC=C1)C)C)=O